O=C(CC#N)C1=CC=C(C=C1)C(C)(C)C 3-oxo-3-(p-tert-butylphenyl)propionitrile